COC1=C(C=C(C=C1)S(=O)(=O)N(C)C)NC1=NNC2=CC(=CC=C12)[C@@H]1C[C@@]12C(NC1=CC=C(C=C21)OC)=O 4-methoxy-3-({6-[(1R,2S)-5'-methoxy-2'-oxo-1',2'-dihydrospiro[cyclopropane-1,3'-indol]-2-yl]-1H-indazol-3-yl}amino)-N,N-dimethylbenzene-1-sulfonamide